C(=O)O.N[C@@H](CC1=CC(=C(C(=O)N)C=C1)F)CN1C(C2=CC=CC=C2C1=O)=O (S)-4-(2-amino-3-(1,3-dioxoisoindolin-2-yl)propyl)-2-fluorobenzamide formate